(2R)-4,4-difluoro-N-{4-[5-fluoro-3-(5-fluoropyridin-2-yl)-1H-pyrrolo[3,2-b]pyridin-2-yl]pyridin-2-yl}-2-(4-fluorophenyl)butanamide FC(C[C@@H](C(=O)NC1=NC=CC(=C1)C1=C(C2=NC(=CC=C2N1)F)C1=NC=C(C=C1)F)C1=CC=C(C=C1)F)F